NC(CCNCC1=C(C=C(C=C1OC)C=1C(=C(C=CC1)C1=C(C(=CC=C1)NC(=O)C1=CN=CN(C1=O)C)C)C)F)=O N-(4''-(((3-amino-3-oxopropyl)amino)methyl)-3''-fluoro-5''-methoxy-2,2'-dimethyl-[1,1':3',1''-terphenyl]-3-yl)-1-methyl-6-oxo-1,6-dihydropyrimidine-5-carboxamide